ClC=1C=C2C(=NC1)CCCO2 7-chloro-3,4-dihydro-2H-pyrano[3,2-b]pyridine